2-[(2,5-dimethyl-3,4-dihydro-1H-isoquinolin-7-yl)amino]-4-[(7-ethyl-7-hydroxy-5,6-dihydrocyclopenta[b]pyridin-2-yl)amino]pyrimidine-5-carbonitrile CN1CC2=CC(=CC(=C2CC1)C)NC1=NC=C(C(=N1)NC1=CC=C2C(=N1)C(CC2)(O)CC)C#N